tert-Butyl (S)-(1-oxo-1-(4-(5-(trifluoromethyl)pyrimidin-2-yl)piperazin-1-yl)propan-2-yl)carbamate O=C([C@H](C)NC(OC(C)(C)C)=O)N1CCN(CC1)C1=NC=C(C=N1)C(F)(F)F